C1(CC1)C1=NC=NC(=C1C1=NN2C(NC(C=C2)=O)=C1)OC 2-(4-cyclopropyl-6-methoxypyrimidin-5-yl)pyrazolo[1,5-a]pyrimidin-5(4H)-one